CN1N=C(C=2C1=NC(=NC2)NC=2C=NN(C2)C)C(=O)O 1-methyl-6-((1-methyl-1H-pyrazol-4-yl)amino)-1H-pyrazolo[3,4-d]pyrimidine-3-carboxylic acid